C1=C(C=CC2=CC=CC=C12)C=1C2=CC=CC=C2C(=C2C=CC(=CC12)C1=CC=C(C=C1)C1=NC2=C(N1C1=CC=CC=C1)C=CC=C2)C2=CC1=CC=CC=C1C=C2 2-(4-(9,10-di(naphthalene-2-yl)anthracen-2-yl)phenyl)-1-phenyl-1H-benzo[D]Imidazole